C(C1=CC=CC=C1)(=O)OCC(C(CC)OC(C1=CC=CC=C1)=O)CC 2-ethyl-1,3-Pentanediol dibenzoate